O1CCN(CC1)C1=CC(=NC=C1)N 4-morpholinopyridin-2-amine